CC1=NN=C(S1)NC1=CC2=C(N=C(N2)C2=C(C=CC=C2)F)C=C1OC 5-methyl-N-(6-methoxy-2-(2-fluorophenyl)-5-benzimidazolyl)-1,3,4-thiadiazol-2-amine